7-methyl-3-phenyl-2-thioxo-2,3-dihydro-quinazolin-4(1H)-one CC1=CC=C2C(N(C(NC2=C1)=S)C1=CC=CC=C1)=O